5-(2-(1-cyclopropyl-1H-pyrazol-4-yl)phenyl)-3-methylenedihydrofuran-2(3H)-one C1(CC1)N1N=CC(=C1)C1=C(C=CC=C1)C1CC(C(O1)=O)=C